ClC1=NC(=NC(=N1)N1CCOCC1)N1CCNCC1 4-(4-chloro-6-morpholinyl-1,3,5-triazin-2-yl)piperazine